COS(=O)(=O)C1=CC=C(C=C1)[N+](=O)[O-] Methyl p-nitrobenzenesulfonate